(4-methyl-2-(pyrrolidine-1-carbonyl)thiophen-3-yl)acetamide CC=1C(=C(SC1)C(=O)N1CCCC1)CC(=O)N